3-chloro-3-(4-(trifluoromethoxy)phenyl)-7-(trifluoromethyl)indolin-2-one ClC1(C(NC2=C(C=CC=C12)C(F)(F)F)=O)C1=CC=C(C=C1)OC(F)(F)F